1-(4-(6-chloro-2-(2-(dimethylamino)ethyl-amino)-8-fluoro-7-(5-methyl-1H-indazol-4-yl)quinazolin-4-yl)piperazin-1-yl)prop-2-en-1-one ClC=1C=C2C(=NC(=NC2=C(C1C1=C2C=NNC2=CC=C1C)F)NCCN(C)C)N1CCN(CC1)C(C=C)=O